N[C@@H](C(=O)N[C@@H](C(=O)N[C@@H](C(=O)N1CCC(CC1)(C(=O)OC)NC(=O)OC(C)(C)C)CCCCNC(=O)OC(C)(C)C)CC(C)C)CC1=CC=CC=C1 methyl 1-[(2R)-2-[(2R)-2-[(2R)-2-amino-3-phenylpropionylamino]-4-methylpentanoylamino]-6-[(tert-butoxycarbonyl) amino]hexanoyl]-4-[(tert-butoxycarbonyl)amino]piperidine-4-carboxylate